(S)-2-((4-((2-hydroxy-1-phenylethyl)amino)-5-(3-methyl-1,2,4-oxadiazol-5-yl)pyridin-2-yl)amino)-6,7,7-trimethyl-6,7-dihydro-5H-pyrrolo[3,4-b]pyridin-5-one OC[C@H](C1=CC=CC=C1)NC1=CC(=NC=C1C1=NC(=NO1)C)NC1=CC=C2C(=N1)C(N(C2=O)C)(C)C